COCCOCCOC Diethylenglycol Dimethyl ether